4-(trifluoromethyl)-5-(((S)-1-((S)-3-(4-(5-(trifluoromethyl)pyrimidin-2-yl)piperazine-1-carbonyl)pyrrolidin-1-yl)prop-2-yl)amino)pyridazin FC(C1=CN=NC=C1N[C@H](CN1C[C@H](CC1)C(=O)N1CCN(CC1)C1=NC=C(C=N1)C(F)(F)F)C)(F)F